3-(4-(5-(difluoromethyl)-1,3,4-oxadiazol-2-yl)-2-fluorobenzyl)-1-(1-methylpiperidin-4-yl)-5-(pyridin-3-yl)-1,3-dihydro-2H-benzo[d]imidazol-2-one FC(C1=NN=C(O1)C1=CC(=C(CN2C(N(C3=C2C=C(C=C3)C=3C=NC=CC3)C3CCN(CC3)C)=O)C=C1)F)F